tert-Butyl ((3-((1s,4s)-4-((3-methoxy-4-methylphenyl)carbamoyl)cyclohexyl)-5-methyl-2-oxo-1,2,3,4-tetrahydropyrido[3,4-d]pyrimidin-8-yl)methyl)carbamate COC=1C=C(C=CC1C)NC(=O)C1CCC(CC1)N1C(NC2=C(C1)C(=CN=C2CNC(OC(C)(C)C)=O)C)=O